3-methyl-1-(methyl-d3)-1H-pyrazole CC1=NN(C=C1)C([2H])([2H])[2H]